FC1=C(C=CC(=C1)C1=CC=C2C=CN(C(C2=C1)=O)CCC)NC(CCCC)=O N-(2-fluoro-4-(1-oxo-2-propyl-1,2-dihydroisoquinolin-7-yl)phenyl)pentanamide